ClC1=CC=C(CC=2NC(=NN2)C(=O)OCC)C=C1 Ethyl 5-(4-chlorobenzyl)-4H-1,2,4-triazol-3-carboxylate